2-(4-(2,5-difluorophenyl)-2-(3,3-difluoropyrrolidin-1-yl)pyridin-3-yl)-1,4,6,7-tetrahydropyrano[3,4-d]imidazole FC1=C(C=C(C=C1)F)C1=C(C(=NC=C1)N1CC(CC1)(F)F)C=1NC2=C(N1)COCC2